2-methyl-3-propyl-1,4-cyclohexanedicarboxylic acid CC1C(CCC(C1CCC)C(=O)O)C(=O)O